4-morpholino-7-(2-morpholinoethoxy)-N-(3-phenyl-1H-pyrazol-5-yl)pyrido[3',2':4,5]furo[3,2-d]pyrimidin-2-amine hydrochloride Cl.O1CCN(CC1)C=1C2=C(N=C(N1)NC1=CC(=NN1)C1=CC=CC=C1)C1=C(O2)N=C(C=C1)OCCN1CCOCC1